CC1=NN=C2N1C1=CC(=CC=C1C(=N2)NC2=CC=CC=C2)C2=CC=CC=C2 methyl-N,8-diphenyl-[1,2,4]triazolo[4,3-a]quinazolin-5-amine